C1(CC1)C=1N=NN(C1)[C@H](C(=O)N1[C@@H](C[C@H](C1)O)C(=O)NCC(C=1SC=CC1)N1CCOCC1)C(C)(C)C (2S,4R)-1-[(2S)-2-(4-cyclopropyltriazol-1-yl)-3,3-dimethyl-butanoyl]-4-hydroxy-N-[2-morpholino-2-(2-thienyl)ethyl]pyrrolidine-2-carboxamide